2,2-bis-diphenylphosphino-1,1-binaphthyl C1(=CC=CC=C1)P(C1(C(=C2C=CC=CC2=CC1)C1=CC=CC2=CC=CC=C12)P(C1=CC=CC=C1)C1=CC=CC=C1)C1=CC=CC=C1